C(CCCCCCCCC\C=C\CC)O (e)-11-tetradecen-1-ol